(1S)-N-(7-chloro-6-(1-((3R,4R)-4-fluoro-3-methyltetrahydrofuran-3-yl)piperidin-4-yl)isoquinolin-3-yl)-6-oxaspiro[2.5]octane-1-carboxamide ClC1=C(C=C2C=C(N=CC2=C1)NC(=O)[C@H]1CC12CCOCC2)C2CCN(CC2)[C@@]2(COC[C@@H]2F)C